(1-methyl-1H-pyrazol-4-yl)-5-(6-(piperazin-1-yl)pyridin-3-yl)-1,6-naphthyridine hydrochloride Cl.CN1N=CC(=C1)C1=NC2=CC=NC(=C2C=C1)C=1C=NC(=CC1)N1CCNCC1